(4-azido-3,5-difluorophenyl)(8-(4-methoxy-2-(methoxymethyl)-1-methyl-6-(trifluoromethyl)-1H-benzo[d]imidazol-5-yl)-1-(methylamino)indolizin-3-yl)methanone N(=[N+]=[N-])C1=C(C=C(C=C1F)C(=O)C1=CC(=C2C(=CC=CN12)C1=C(C2=C(N(C(=N2)COC)C)C=C1C(F)(F)F)OC)NC)F